COC1=CC=C(C=C1)C(C(=O)NC1=CC=C(C=C1)[Si](C)(C)C)NC(CN1C(CCC1)=O)=O 2-(4-methoxyphenyl)-2-(((2-oxopyrrolidin-1-yl)acetyl)amino)-N-(4-(trimethylsilyl)phenyl)acetamide